3-{[(tert-butoxycarbonyl)amino]methyl}phenylboronic acid C(C)(C)(C)OC(=O)NCC=1C=C(C=CC1)B(O)O